ClC1=C(C=2N=C(N=C(C2C(=N1)OC[C@H]1NCC=2N(CC1)N=C(C2)C)O)SC)F (S)-7-chloro-8-fluoro-5-((2-methyl-5,6,7,8-tetrahydro-4H-pyrazolo[1,5-a][1,4]diazepin-6-yl)methoxy)-2-(methylthio)pyrido[4,3-d]pyrimidin-4-ol